C1=C(C=C(C2=CC=CC=C12)C(=O)[O-])C1=CC2=CC=CC=C2C=C1 [2,2'-binaphthalene]-4-carboxylate